(2-(cyclopentadienylmethyl)allyl)trimethylsilane C1(C=CC=C1)CC(C[Si](C)(C)C)=C